ClC1=NC=C(C(=N1)N[C@H]1[C@@H](CC1)COC=1C(=NN(C1)C1CCC1)C)C(F)(F)F |r| 2-Chloro-N-((1R,2R)- and (1S,2S)-2-(((1-cyclobutyl-3-methyl-1H-pyrazol-4-yl)oxy)methyl)cyclobutyl)-5-(trifluoromethyl)pyrimidin-4-amine